(S)-methyl 3-((S)-2-oxopiperidin-3-yl)-2-((S)-2-azaspiro[4.5]decane-3-carboxamido)propanoate O=C1NCCC[C@H]1C[C@@H](C(=O)OC)NC(=O)[C@H]1NCC2(C1)CCCCC2